(S)-1-(5-chloro-3-fluoropyridin-2-yl)-3-(hydroxymethyl)-3-methyl-4-(4-(trifluoromethyl)benzyl)piperazine-2,5-dione ClC=1C=C(C(=NC1)N1C([C@](N(C(C1)=O)CC1=CC=C(C=C1)C(F)(F)F)(C)CO)=O)F